trimethylolmethane tetraacrylate C(C=C)(=O)O.C(C=C)(=O)O.C(C=C)(=O)O.C(C=C)(=O)O.C(O)C(CO)CO